Methyl 4-(3-carbamoyl-4-nitro-pyrazol-1-yl)cyclohexanecarboxylate C(N)(=O)C1=NN(C=C1[N+](=O)[O-])C1CCC(CC1)C(=O)OC